[Si](C)(C)(C(C)(C)C)OC=1C=CC=2CC3=CC=C(C=C3C(C2C1)(C)C)O[Si](C)(C)C(C)(C)C 3,6-bis((tert-butyldimethylsilyl)oxy)-10,10-dimethylanthracen